C(C1=CC=CC=C1)C1C(NC2(N1)C(CCC2)CCCCC)=O 3-benzyl-6-pentyl-1,4-diazaspiro[4.4]nonan-2-one